CC1=C(OC(C(=O)O)(C)C)C(=CC(=C1)CCCN1C(N(CC1)C1=CC=C(C=C1)C(F)(F)F)=O)C 2-(2,6-Dimethyl-4-(3-(2-oxo-3-(4-(trifluoromethyl)phenyl)imidazolin-1-yl)propyl)phenoxy)-2-methylpropanoic acid